NC=1C=CC(=NC1)NC(=O)C1=CN=CO1 N-(5-aminopyridin-2-yl)oxazole-5-carboxamide